C(C=CC=C)(=O)SCCNC(CCNC([C@@H](C(COP(OP(OC[C@@H]1[C@H]([C@H]([C@@H](O1)N1C=NC=2C(N)=NC=NC12)O)OP(=O)(O)O)(=O)O)(=O)O)(C)C)O)=O)=O 2,4-pentadienoyl-CoA